naphthalene-1-carbaldehyde C1(=CC=CC2=CC=CC=C12)C=O